NC1=NC=C(C=C1C=1C=C2CCNC(C2=CC1)=O)C1=C(C=C(C=C1)N1CC(CCC1)C(C)C)F 6-(2-amino-5-(2-fluoro-4-(3-isopropylpiperidin-1-yl)phenyl)pyridin-3-yl)-3,4-dihydroisoquinolin-1(2H)-one